(1s,4s)-N-(3-Cyano-4-methoxyphenyl)-4-(6-(2-(dimethylamino)ethylamino)-4-methyl-1-oxoisoindolin-2-yl)cyclohexanecarboxamide C(#N)C=1C=C(C=CC1OC)NC(=O)C1CCC(CC1)N1C(C2=CC(=CC(=C2C1)C)NCCN(C)C)=O